2-{[(1S)-1-{4-[4-(4-acryloylpiperazin-1-yl)tetrahydro-2H-pyran-4-yl]phenyl}ethyl]amino}-5-methyl-8-(propan-2-yl)pyrido[2,3-d]pyrimidin-7(8H)-one C(C=C)(=O)N1CCN(CC1)C1(CCOCC1)C1=CC=C(C=C1)[C@H](C)NC=1N=CC2=C(N1)N(C(C=C2C)=O)C(C)C